BrCC(=O)C1(COC2=C1C=CC=C2CC(=O)OCC)C ethyl 2-[3-(2-bromoacetyl)-3-methyl-2H-benzofuran-7-yl]acetate